CCCCCC (2R,3R,4R,5R)-hexane